BrC=1C=CC2=C(CC(O2)(C)CN2CCOCC2)C1 4-((5-bromo-2-methyl-2,3-Dihydrobenzofuran-2-yl)methyl)morpholine